1-tert-butyl 4-methyl 4-(3-{[tert-butyl(dimethyl)silyl]oxy}propyl)piperidine-1,4-dicarboxylate [Si](C)(C)(C(C)(C)C)OCCCC1(CCN(CC1)C(=O)OC(C)(C)C)C(=O)OC